4-(((2r,5r)-1-(2-(6-(4-fluorobenzyl)-3,3-dimethyl-5-oxo-2,3,4,5-tetrahydro-1H-pyrrolo[3,2-b]pyridin-1-yl)-2-oxoethyl)-5-methylpiperazin-2-yl)methyl)morpholine-2-carboxamide FC1=CC=C(CC2=CC3=C(NC2=O)C(CN3C(CN3[C@H](CN[C@@H](C3)C)CN3CC(OCC3)C(=O)N)=O)(C)C)C=C1